5-((2-(azetidin-1-ylmethyl)-6-fluorobenzyl)amino)-N-(isothiazol-3-yl)-4-methylpyridine-2-sulfonamide trifluoroacetate salt FC(C(=O)O)(F)F.N1(CCC1)CC1=C(CNC=2C(=CC(=NC2)S(=O)(=O)NC2=NSC=C2)C)C(=CC=C1)F